O=C1NC(CCC1N1C(C2=CC=C(C=C2C1=O)N1CCC(CC1)N1CCC(CC1)C1=CC=C(C=C1)NC=1N=C(N=NC1C(=O)N)N1CC(CCC1)N1C(N(CC1)C)=O)=O)=O 5-((4-(1'-(2-(2,6-dioxopiperidin-3-yl)-1,3-dioxoisoindol-5-yl)-[1,4'-bipiperidin]-4-yl)phenyl)amino)-3-(3-(3-methyl-2-oxoimidazolin-1-yl)piperidin-1-yl)-1,2,4-triazin-6-carboxamide